C1(CC1)NC1=NC=NC=C1B(O)O [4-(cyclopropylamino)pyrimidin-5-yl]boronic acid